1,3-diethyl-1,3-propylene glycol C(C)C(CC(CC)O)O